3-{3-[(3-methoxybenzyl)-sulfonyl]phenyl}-3-[4-(7H-pyrrolo[2,3-d]pyrimidin-4-yl)-1H-pyrazol-1-yl]-propanenitrile COC=1C=C(CS(=O)(=O)C=2C=C(C=CC2)C(CC#N)N2N=CC(=C2)C=2C3=C(N=CN2)NC=C3)C=CC1